Cl.COC=1C=C2C(=CC=NC2=CC1OC)N1CCC(CC1)C(C[N-]S[NH-])(C)C N-(2-(1-(6,7-dimethoxyquinolin-4-yl)piperidin-4-yl)-2-methylpropyl)thiodiamide hydrochloride